O1OO1 peroxyether